disodium inosinate C1=NC2=C(C(=O)N1)N=CN2[C@H]3[C@@H]([C@@H]([C@H](O3)COP(=O)([O-])[O-])O)O.[Na+].[Na+]